CC(CC(=O)OC=C)(C=C)C vinyl 3,3-dimethyl-4-pentenoate